6-chloro-3-fluorodibenzofuran ClC1=CC=CC=2C3=C(OC21)C=C(C=C3)F